NC1=NC=2C=NC(=CC2C2=C1COC2)C(=O)N(CC)[C@@H](C=2N=NC(=CC2)C(F)(F)F)C2CC2 4-amino-N-((R)-cyclopropyl-(6-(trifluoromethyl)-3-pyridazinyl)methyl)-N-ethyl-1,3-dihydrofuro[3,4-c][1,7]naphthyridine-8-carboxamide